(R)-tert-butyl (4-(2-((4-(3-(pyridin-4-yl)phenyl)thiazol-2-yl)carbamoyl)azetidine-1-carbonyl)phenyl)carbamate N1=CC=C(C=C1)C=1C=C(C=CC1)C=1N=C(SC1)NC(=O)[C@@H]1N(CC1)C(=O)C1=CC=C(C=C1)NC(OC(C)(C)C)=O